(S)-6-(4-(methoxycarbonyl)phenyl)-4-(1-difluoromethyl-1H-pyrazol-4-yl)-3,6-dihydropyridine COC(=O)C1=CC=C(C=C1)[C@@H]1C=C(CC=N1)C=1C=NN(C1)C(F)F